C(=O)OC[C@@H](OC=O)COP(=O)(O)OCCN 1,2-diformyl-sn-glycero-3-phosphorylethanolamine